2-(4-(2-(((4-(1H-indol-4-yl)-2,6-dioxocyclohexylidene)methyl)amino)ethyl)piperazin-1-yl)-N-(p-tolyl)acetamide N1C=CC2=C(C=CC=C12)C1CC(C(C(C1)=O)=CNCCN1CCN(CC1)CC(=O)NC1=CC=C(C=C1)C)=O